3-(((5-((4-chloro-5-(trifluoromethyl)pyrimidin-2-yl)amino)-1-cyclobutyl-3-methyl-1H-pyrazol-4-yl)oxy)methyl)-4-methylpyrrolidine-1-carboxylate ClC1=NC(=NC=C1C(F)(F)F)NC1=C(C(=NN1C1CCC1)C)OCC1CN(CC1C)C(=O)[O-]